N(=[N+]=[N-])C=1C(=C(C=CC1)[C@H]([C@@H]1N(C2(CC1C2)C)C(=O)OC(C)(C)C)O)F tert-Butyl (R)-3-((R)-(3-azido-2-fluorophenyl)(hydroxy)methyl)-1-methyl-2-aza-bicyclo[2.1.1]hexane-2-carboxylate